CNC(CN1C=2N(CC[C@H]1C(F)(F)F)C(C=C(N2)N2[C@@H](COCC2)C)=O)=O N-Methyl-2-[(S)-8-((R)-3-methylmorpholin-4-yl)-6-oxo-2-trifluoromethyl-3,4-dihydro-2H,6H-pyrimido[1,2-a]-pyrimidin-1-yl]-acetamide